N[C@H]1CN(CCC1)C1=C(N=NC(=C1)C1=C(C=CC=C1)OCOC)N (R)-4-(3-aminopiperidin-1-yl)6-(2-(methoxymethoxy)phenyl)pyridazin-3-amine